C1(CCC1)NCC1=CC(=C(C=C1)NS(=O)(=O)C1=CSC=C1)C=1OC=CC1 N-(4-((cyclobutylamino)methyl)-2-(furan-2-yl)phenyl)thiophene-3-sulfonamide